1-((1S,2aS,7bR)-7b-(4-chlorobenzoyl)-2a-methyl-1-(pyridin-2-yl)-1,2,2a,7b-tetrahydro-3H-cyclobuta[b]indol-3-yl)ethan-1-one ClC1=CC=C(C(=O)[C@@]23[C@@](N(C=4C=CC=CC24)C(C)=O)(C[C@@H]3C3=NC=CC=C3)C)C=C1